C=C(C)S[Sb](C1=CC=C(C=C1)[Sb](SC(=C)C)SC(=C)C)SC(=C)C 1,4-bis(di(propen-2-ylsulfanyl)stibanyl)benzene